N[C@H](CC1=CC2=C(N=C(N=C2NCC2=CC=NC=C2)Cl)N1)C(C)C 6-[(2R)-2-amino-3-methylbutyl]-2-chloro-N-[(pyridin-4-yl)methyl]-7H-pyrrolo[2,3-d]pyrimidin-4-amine